FC1=C(OCC(=O)NCCCCCCCCNC(COC2=C3C(N(C(C3=CC=C2)=O)C2C(NC(CC2)=O)=O)=O)=O)C(=CC=C1F)C=1N=C(SC1)N1CCOCC1 2-(2,3-difluoro-6-(2-morpholinothiazol-4-yl)phenoxy)-N-(8-(2-((2-(2,6-dioxopiperidin-3-yl)-1,3-dioxoisoindolin-4-yl)oxy)acetamido)octyl)acetamide